ClC1=CC2=C(N=CN(C2=O)CC2(CCN(CC2)C(=O)C2(CC2)C)O)N1C1=CSC(=C1)CO 6-Chloro-3-((4-hydroxy-1-(1-methylcyclopropanecarbonyl)piperidin-4-yl)methyl)-7-(5-(hydroxymethyl)thiophen-3-yl)-3H-pyrrolo[2,3-d]pyrimidin-4(7H)-one